(trimethyl)cyclopentadienylplatinum C[Pt](C1C=CC=C1)(C)C